OCC(CC(=O)N1CC2=C(CC1)NN=C2)N2CC=1CN(CC1C2)C2=CC=C(C=C2)OC(F)(F)F 4-Hydroxy-1-{1H,4H,5H,6H,7H-pyrazolo[4,3-c]pyridin-5-yl}-3-{5-[4-(trifluoromethoxy)phenyl]-1H,2H,3H,4H,5H,6H-pyrrolo[3,4-c]pyrrol-2-yl}butan-1-one